5-amino-3-(2-phenylquinolin-7-yl)-1H-pyrazole-4-carbonitrile NC1=C(C(=NN1)C1=CC=C2C=CC(=NC2=C1)C1=CC=CC=C1)C#N